3,4-dicarboxyl-1,2,3,4-tetrahydro-1-naphthalenesuccinic acid tert-butyl-4-[3-[(2,4-difluorophenyl)methoxy]pyrazol-1-yl]piperidine-1-carboxylate C(C)(C)(C)OC(=O)N1CCC(CC1)N1N=C(C=C1)OCC1=C(C=C(C=C1)F)F.C(=O)(O)C1CC(C2=CC=CC=C2C1C(=O)O)C(CC(=O)O)C(=O)O